Cl.N[C@@H]1CN(CC[C@@H]1F)C1=NC2=C(N1CC1=NC=C(C#N)C=C1)C=CC(=C2)OC 6-((2-((3R,4S)-3-Amino-4-fluoropiperidin-1-yl)-5-methoxy-1H-benzo[d]imidazol-1-yl)methyl)nicotinonitril-hydrochlorid